racemic-caprolactone C1(CCCCCO1)=O